N1=CC=C2N1C=C(C=C2)N pyrazolo[1,5-a]pyridin-6-amine